CCCCCCCC/C=C\CCCCCCCCCC(=O)O[C@H](COC(=O)CCCC/C=C\C/C=C\C/C=C\CCCCC)COP(=O)(O)OC[C@H](CO)O 1-(6Z,9Z,12Z-octadecatrienoyl)-2-(11Z-eicosenoyl)-glycero-3-phospho-(1'-sn-glycerol)